FC1(CCC(CC1)C(C=CS(=O)(=O)C)NC(=O)C=1C(=NC(=NC1)C(C)(F)F)OC1=CC=CC=C1)F N-(1-(4,4-difluorocyclohexyl)-3-(methylsulfonyl)allyl)-2-(1,1-difluoroethyl)-4-phenoxypyrimidine-5-carboxamide